N1CC=CC=C1 racemic-dihydropyridine